CS(=O)(=O)N1CCC(CC1)NC1=NC=C(C(=N1)C1=CN=C(S1)C1CCOCC1)C(F)(F)F N-(1-methylsulfonylpiperidin-4-yl)-4-[2-(oxan-4-yl)-1,3-thiazol-5-yl]-5-(trifluoromethyl)pyrimidin-2-amine